(1r,3r)-3-cyanocyclobutyl methanesulfonate CS(=O)(=O)OC1CC(C1)C#N